8,10,15-triphenyl-8H-benzo[6,7]fluoreno[9,1-bc]carbazole C1(=CC=CC=C1)N1C2=CC=CC=C2C=2C=3C=4C(=CC12)C=1C(=C2C(=C(C1C4C=CC3)C3=CC=CC=C3)C=CC=C2)C2=CC=CC=C2